2-chloro-6-fluoro-4-[[4-[1-methyl-4-(trifluoromethyl)imidazol-2-yl]phenyl]methoxy]furo[3,2-d]pyrimidine ClC=1N=C(C2=C(N1)C=C(O2)F)OCC2=CC=C(C=C2)C=2N(C=C(N2)C(F)(F)F)C